(1R,2S)-1-(2-chloro-5-fluorophenyl)-1-(4-methyl-1H-pyrazol-1-yl)propan ClC1=C(C=C(C=C1)F)[C@@H](CC)N1N=CC(=C1)C